(S)-N-(1-amino-3-hydroxy-2-methyl-1-oxopropan-2-yl)-6-fluoro-2-methyl-5-phenoxybenzofuran-3-carboxamide NC([C@@](CO)(C)NC(=O)C1=C(OC2=C1C=C(C(=C2)F)OC2=CC=CC=C2)C)=O